FC1(CN(CCC12COC1=C3CN(C(C3=CC=C12)=O)[C@@H]1C(NC(CC1)=O)=O)C([2H])([2H])C1=CC(=CC=C1)C=1C=NN(C1)C)F (3S)-3-(3',3'-difluoro-1'-((3-(1-methyl-1H-pyrazol-4-yl)phenyl)methyl-d2)-6-oxo-6,8-dihydro-2H,7H-spiro[furo[2,3-e]isoindole-3,4'-piperidin]-7-yl)piperidine-2,6-dione